ClC=1C=C(C=CC1F)N1N=CC(=C1)[C@@H](C(=O)NC1=NNC(=C1)C1CC1)C (S)-2-(1-(3-chloro-4-fluorophenyl)-1H-pyrazol-4-yl)-N-(5-cyclopropyl-1H-pyrazol-3-yl)propanamide